3-(trifluoromethyl)-5a,6,8,9-tetrahydro-7H-pyrido[2',3':4,5]oxazolo[3,2-a]pyrazin FC(C1=CC2=C(N3C(CNCC3)O2)N=C1)(F)F